OC(CNCCCCCCCOCCCC=1C=C(C=CC1)S(=O)(=O)N)C1=CC(=C(C=C1)O)CO 3-(3-{7-[2-Hydroxy-2-(4-hydroxy-3-hydroxymethyl-phenyl)-ethylamino]-heptyloxy}-propyl)-benzenesulfonamide